O=C1C(=C(C=NN1)N[C@H](C=O)CC)C(F)(F)F (S,E)-2-((6-oxo-5-(trifluoromethyl)-1,6-dihydropyridazin-4-yl)amino)butyraldehyde